2-(3-fluoro-2-methylpyridin-4-yl)-3-isopropyl-5-(piperidin-4-yl)-1H-indole FC=1C(=NC=CC1C=1NC2=CC=C(C=C2C1C(C)C)C1CCNCC1)C